N-(2-pyridinylmethyl)-N'-(carboxymethyl)-N'-(5,6,7,8-tetrahydro-8-quinolinyl)-1,4-benzenedimethanamine N1=C(C=CC=C1)CNCC1=CC=C(C=C1)CN(C1CCCC=2C=CC=NC12)CC(=O)O